C(C)(C)(C)C1=CC=C(CNCCN)C=C1 N-(4-tert.Butylbenzyl)-1,2-ethandiamin